(S)-2-[4-bromo-2-(1,1-difluoropropyl)phenoxy]propionic acid BrC1=CC(=C(O[C@H](C(=O)O)C)C=C1)C(CC)(F)F